CC=1C=C(C=C(C1)OC(F)(F)F)O 3-methyl-5-(trifluoromethoxy)phenol